FC1=C(C=CC=C1)C1=C(C(=CN1S(=O)(=O)C=1C=NC(=CC1)OC)CNC)OC 1-(5-(2-Fluorophenyl)-4-Methoxy-1-((6-Methoxypyridin-3-yl)Sulfonyl)-1H-Pyrrol-3-yl)-N-Methylmethanamin